CS(=O)(=O)OCCOC1=NC(=NC=C1)NC1=C(C(OC(=C1)C(NC=1SC(=NN1)N1N=CC=C1C)=O)=O)OC 2-((2-((3-methoxy-6-((5-(5-methyl-1H-pyrazol-1-yl)-1,3,4-thiadiazol-2-yl)carbamoyl)-2-oxo-2H-pyran-4-yl)amino)pyrimidin-4-yl)oxy)ethyl methane-sulfonate